ClC=1C(=NC=C(C1)C(F)(F)F)N1[C@@]2(CN[C@H](C1)C2)C(=O)O (1S,4S)-2-[3-chloro-5-(trifluoromethyl)-2-pyridinyl]-2,5-diazabicyclo[2.2.1]heptanoic acid